C(C1=CC=CC=C1)N1CCC(CC1)N1C(C(CCC1)O)=O 1'-benzyl-3-hydroxy-[1,4'-bipiperidin]-2-one